tert-butyl 4-[[2-[3-[3-[(4-methyl-1,2,4-triazol-3-yl)methyl]oxetan-3-yl]phenyl]-3-oxo-7-(trifluoromethyl)isoindolin-5-yl]methyl]piperazine-1-carboxylate CN1C(=NN=C1)CC1(COC1)C=1C=C(C=CC1)N1CC2=C(C=C(C=C2C1=O)CN1CCN(CC1)C(=O)OC(C)(C)C)C(F)(F)F